C1(=CC=C(C=C1)C=O)C=1C(=CC(=CC1)C=O)C1=CC=CC=C1 terphenyl-4,4'-dicarboxaldehyde